C1(=CC=CC2=CC=CC=C12)C1=C(C=CC(=C1)NC1=CC=CC=C1)C1=CC=C(C=C1)NC1=CC=CC=C1 (1-naphthalenyl)-N,N'-bisphenyl-(1,1'-biphenyl)-4,4'-diamine